C1(CC1)S(=O)(=O)N1N=CC(=C1)C1=NC=CC(=N1)NC1=NC=C(C(=C1)NC1CCC(CC1)CN(C)C)C1=NN2C(CCCC2)=C1 N2-(2-(1-(Cyclopropylsulfonyl)-1H-pyrazol-4-yl)pyrimidin-4-yl)-N4-((1s,4s)-4-((dimethylamino)methyl)cyclohexyl)-5-(4,5,6,7-tetrahydropyrazolo[1,5-a]pyridin-2-yl)pyridine-2,4-diamine